ClC1=C(C=C2CCNCC2=C1)OC 7-chloro-6-methoxy-1,2,3,4-tetrahydroisoquinoline